CN(C1CN(C1)C(=O)C=1C(=CC2=C(N=C(S2)CNC(=O)C2(CC3=CC=CC=C3C2)C(=O)OC(C)(C)C)C1)OC)C tert-butyl 2-[({5-[3-(dimethylamino)azetidine-1-carbonyl]-6-methoxy-1,3-benzothiazol-2-yl}methyl)carbamoyl]-2,3-dihydro-1H-indene-2-carboxylate